ButeneDiene C=C=C=C